FC=1C=C(C=C(C1)F)[C@H]1[C@@H](CN(C1)CCOC)NC(=O)NC1=C(C(=NN1C1=CC=CC=C1)OC[C@@H](CO)O)C 1-((3S,4R)-4-(3,5-difluorophenyl)-1-(2-methoxyethyl)pyrrolidin-3-yl)-3-(3-((R)-2,3-dihydroxypropoxy)-4-methyl-1-phenyl-1H-pyrazol-5-yl)urea